5-(chloromethyl)pyrimidine-2,4(1H,3H)-dione ClCC=1C(NC(NC1)=O)=O